CC1=NNC2=CC=CC(=C12)NS(=O)(=O)C=1C=NC(=CC1)N1N=CC(=C1)C(F)(F)F N-(3-METHYL-1H-INDAZOL-4-YL)-6-(4-(TRIFLUOROMETHYL)-1H-PYRAZOL-1-YL)PYRIDINE-3-SULFONAMIDE